OC1=C(C=C(C=C1)CNC(CCCCCCCC(C)C)=O)OC N-[(4-Hydroxy-3-methoxyphenyl)methyl]-9-methyldecanamide